5-((2-(azetidin-1-ylmethyl)-6-fluorobenzyl)amino)-N-(isothiazol-3-yl)-6-methylpyridine-2-sulfonamide N1(CCC1)CC1=C(CNC=2C=CC(=NC2C)S(=O)(=O)NC2=NSC=C2)C(=CC=C1)F